3-bromo-6-chloro-2-[4-(4-methyl-1,2,4-triazol-3-yl)piperazin-1-yl]benzonitrile BrC=1C(=C(C#N)C(=CC1)Cl)N1CCN(CC1)C1=NN=CN1C